C(C)(C)(C)OC(=O)N1C[C@H](CCC1)OS(=O)(=O)C (3S)-3-(methylsulfonyloxy)piperidine-1-carboxylic acid tert-butyl ester